2,5-dimethylentetrahydrofuran C=C1OC(CC1)=C